(R)-1-cyclopropyl-4-(((1-(2-hydroxy-4-(trifluoromethyl)phenyl)pyrido[3,4-d]pyridazin-4-yl)amino)methyl)pyrrolidin-2-one C1(CC1)N1C(C[C@@H](C1)CNC=1N=NC(=C2C1C=NC=C2)C2=C(C=C(C=C2)C(F)(F)F)O)=O